C1(=C(C(=C(C(=C1[2H])[2H])[2H])[2H])[2H])C1=C(C(=CC=C1)C1=C(C(=C(C(=C1[2H])[2H])[2H])[2H])[2H])NC1=C(C=CC2=C1OC1=C2C=CC=C1)[N+](=O)[O-] N-([1,1':3',1''-Terphenyl]-2'-yl-2,2'',3,3'',4,4'',5,5'',6,6''-d10)-3-nitrodibenzo[b,d]furan-4-amine